1-benzyl-2'-methyl-6'-(1-methyl-5-(((tetrahydro-2H-pyran-2-yl)oxy)methyl)-1H-1,2,3-triazol-4-yl)-1,2,5,6-tetrahydro-[3,3'-bipyridin]-5-ol C(C1=CC=CC=C1)N1CC(=CC(C1)O)C=1C(=NC(=CC1)C=1N=NN(C1COC1OCCCC1)C)C